6-methylpyrimidine-5-carbaldehyde CC1=C(C=NC=N1)C=O